(2R)-2-{[2-Amino-5-({1-[4-(methylsulfonyl)phenyl]ethyl}sulfanyl) [1,3]thiazolo[4,5-d]pyrimidin-7-yl]amino}-4-methylpentyldihydrogenphosphat NC=1SC2=C(N=C(N=C2N[C@@H](COP(=O)(O)O)CC(C)C)SC(C)C2=CC=C(C=C2)S(=O)(=O)C)N1